2-(2-Chlorophenyl)-N-{4-[4-chloro-3-(trifluoromethyl)-1H-pyrazol-1-yl]-3-sulfamoylphenyl}acetamide ClC1=C(C=CC=C1)CC(=O)NC1=CC(=C(C=C1)N1N=C(C(=C1)Cl)C(F)(F)F)S(N)(=O)=O